1-tert-Butyl (3,5-difluoro-4-nitrophenyl)acetate FC=1C=C(C=C(C1[N+](=O)[O-])F)CC(=O)OC(C)(C)C